C(C)(C)(C)OC(=O)N[C@H](CCO[C@H](C)C1=NC=CC(=C1)N(C(OC(C)(C)C)=O)C1=CC(=NN1C(C)(C)C)[C@@H]1C[C@@H](CC1)O)C tert-butyl (2-((R)-1-((S)-3-((tert-butoxycarbonyl)amino)butoxy)ethyl)pyridin-4-yl)(1-(tert-butyl)-3-((1S,3R)-3-hydroxycyclopentyl)-1H-pyrazol-5-yl)carbamate